(5,7-bis(difluoromethoxy)-1-(prop-2-yn-1-yl)-1H-indazol-3-yl)-4-fluorobenzamide FC(OC=1C=C2C(=NN(C2=C(C1)OC(F)F)CC#C)C1=C(C(=O)N)C=CC(=C1)F)F